C(C1=CC=CC=C1)O[C@@H]1[C@@H](CO[C@@H]([C@@H]1OCC1=CC=CC=C1)COCC1=CC=CC=C1)NC(C(F)(F)F)=O N-((3R,4R,5R,6R)-4,5-bis(benzyloxy)-6-((benzyloxy)methyl)tetrahydro-2H-pyran-3-yl)-2,2,2-trifluoroacetamide